4-(2-(3,5-Dichloro-4-(2-chloroethoxy)phenyl)propan-2-yl)-N-((4-(methylsulfonyl)oxazol-5-yl)methyl)aniline ClC=1C=C(C=C(C1OCCCl)Cl)C(C)(C)C1=CC=C(NCC2=C(N=CO2)S(=O)(=O)C)C=C1